3,6-dimethyl-8-(1-((3-(methylsulfonyl)phenyl)amino)ethyl)-2-morpholinoquinazolin-4(3H)-one CN1C(=NC2=C(C=C(C=C2C1=O)C)C(C)NC1=CC(=CC=C1)S(=O)(=O)C)N1CCOCC1